Francium naphthalenetricarboxylic acid C1(=C(C(=CC2=CC=CC=C12)C(=O)O)C(=O)O)C(=O)O.[Fr]